1,3,5-tricarboxyl-phloroglucinol C(=O)(O)C1(O)CC(O)(CC(O)(C1)C(=O)O)C(=O)O